NC1=C(C(=NC=N1)OC1=CC(=C(C=C1)NC(=O)NC1=CC(=NN1C1=CC=C(C=C1)OCCC)C(C)(C)C)F)C#N (4-((6-amino-5-cyanopyrimidin-4-yl)oxy)-2-fluorophenyl)-3-(3-(tert-butyl)-1-(4-propoxyphenyl)-1H-pyrazol-5-yl)urea